C(C)(C)(C)OC(=O)N1C[C@@H]([C@@H](CC1)NC(CCC1=NN=C2N1N=C(C=C2)N2CCN(CC2)C)=O)F (3S,4R)-3-fluoro-4-{3-[6-(4-methylpiperazin-1-yl)-[1,2,4]triazolo[4,3-b]pyridazin-3-yl]propionylamino}piperidine-1-carboxylic acid tert-butyl ester